(R)-N-(2-(4-(6-ethoxy-2-(trifluoromethyl)-nicotinoyl)-2-ethylpiperazin-1-yl)-5-(2-ethoxypyridin-3-yl)benzyl)-4-nitro-N-(2-((2-nitrophenyl)sulfonamido)ethyl)benzenesulfonamide C(C)OC1=NC(=C(C(=O)N2C[C@H](N(CC2)C2=C(CN(S(=O)(=O)C3=CC=C(C=C3)[N+](=O)[O-])CCNS(=O)(=O)C3=C(C=CC=C3)[N+](=O)[O-])C=C(C=C2)C=2C(=NC=CC2)OCC)CC)C=C1)C(F)(F)F